(E)-N-((6-chloro-7-((3,3-difluorocyclobutyl)methoxy)-2-oxo-1,2-dihydroquinolin-3-yl)methylene)-2-methylpropan-2-sulfinamide ClC=1C=C2C=C(C(NC2=CC1OCC1CC(C1)(F)F)=O)\C=N\S(=O)C(C)(C)C